NC(O)=N pseudourea